2-(tert-butylamino)-4-methyl-thiazol C(C)(C)(C)NC=1SC=C(N1)C